C(C)(C)O[Cr](OC(C)C)OC(C)C triisopropoxychromium